NC(/C=C/CC[C@@H](C(=O)NC=1C(N(C=CC1)CC1=NC2=C(N1C(=O)OC(C)(C)C)C=CC=C2)=O)NC(=O)OCCOC)=O (S,E)-tert-butyl 2-((3-(7-amino-2-(((2-methoxyethoxy)carbonyl) amino)-7-oxohept-5-enamido)-2-oxopyridin-1(2H)-yl)methyl)-1H-benzo[d]imidazole-1-carboxylate